OC1=C(C(=O)C2=CCC(C=C2)(OCCCC)OC(C)C)C=CC=C1 2-hydroxy-4'-isopropoxy-4'-n-butoxybenzophenone